C(CC)P(NC1=NC(=CC=C1)N1N=CC=C1)CCC N-(di-n-propylphosphaneyl)-6-(1H-pyrazol-1-yl)pyridin-2-amine